BrC1=NN(C=C1CC=1N=C2N(C=C(C=C2F)F)C1)C 2-((3-bromo-1-methyl-1H-pyrazol-4-yl)methyl)-6,8-difluoroimidazo[1,2-a]pyridine